C(C(C)C)NC(=O)C1=C(C=C(C=C1)C1=C(NC(=C1C1=C(C=C(C=C1)[N+](=O)[O-])C)C)C(=O)O)OC([2H])([2H])[2H] 3-(4-(isobutylcarbamoyl)-3-(methoxy-d3)phenyl)-5-methyl-4-(2-methyl-4-nitro-phenyl)-1H-pyrrole-2-carboxylic acid